methylenebis(4-isocyanato-cyclohexane) C(C1CCC(CC1)N=C=O)C1CCC(CC1)N=C=O